CN1C=[N+](C2=C1C(=O)NC(=N2)N)[C@H]3[C@@H]([C@@H]([C@H](O3)COP(=O)(O)OP(=O)(O)O)O)O The molecule is a guanosine 5'-phosphate that consists of guanosine 5'-diphosphate bearing a 7-methyl substituent. It derives from a GDP. It is a conjugate acid of a 7-methylguanosine 5'-diphosphate.